allylurethane triacrylate C(C=C)(=O)O.C(C=C)(=O)O.C(C=C)(=O)O.C(C=C)NC(=O)OCC